CC(C([SiH3])(C)C)(CC[SiH3])C tetramethyl-1,4-disilylbutane